tert-butyl 2-(1-(5-(2,6-dibenzyloxy-pyridin-3-yl)-3-fluoro-pyridin-2-yl)-4-hydroxy-piperidin-4-yl)acetate C(C1=CC=CC=C1)OC1=NC(=CC=C1C=1C=C(C(=NC1)N1CCC(CC1)(O)CC(=O)OC(C)(C)C)F)OCC1=CC=CC=C1